2-(((5-(2-(Ethyl(isopropyl)carbamoyl)-4-fluorophenoxy)pyrimidin-4-yl)amino)methyl)morpholine-4-carboxylic acid tert-butyl ester C(C)(C)(C)OC(=O)N1CC(OCC1)CNC1=NC=NC=C1OC1=C(C=C(C=C1)F)C(N(C(C)C)CC)=O